2-chloro-5-(4-methylpiperazin-1-yl)phenol ClC1=C(C=C(C=C1)N1CCN(CC1)C)O